CN1N=C(C=C1)C1=CC=C(C=N1)CC=1C=C(C2=C(OCO2)C1)C(=O)NC1CC2(COC2)C1 6-[[6-(1-methylpyrazol-3-yl)-3-pyridyl]methyl]-N-(2-oxaspiro[3.3]heptan-6-yl)-1,3-benzodioxole-4-carboxamide